N1C(CCC1)C(=O)N pyrrolidine-2-carboxylic acid amide